N(=C=S)C1=CC=C(C=C1)C=1NC2=CC=CC=C2C1C(C[N+](=O)[O-])C1=CC=C(C=C1)B(O)O (4-(1-(2-(4-isothiocyanatophenyl)-1H-indol-3-yl)-2-nitroethyl)phenyl)boronic acid